F[C@@H]1CN(CC[C@@H]1NC1=NN2C(C(=N1)OC)=C(C=C2)C=2C=CC1=C(N(N=N1)C[C@@H](C)F)C2)C N-((3R,4S)-3-fluoro-1-methylpiperidin-4-yl)-5-(1-((R)-2-fluoropropyl)-1H-benzo[d][1,2,3]triazol-6-yl)-4-methoxypyrrolo[2,1-f][1,2,4]triazin-2-amine